ClC=1C=CC(=NC1)C(C#N)=C1CCN(CC1)C(=O)N1CC2=C(CC1)NN=C2 2-(5-Chloropyridin-2-yl)-2-(1-(4,5,6,7-tetrahydro-1H-pyrazolo[4,3-c]pyridin-5-carbonyl)piperidin-4-yliden)acetonitril